N1(CCCCC1)CCCOC1=CC=C(C=N1)C1=CC=2C=3N(C=NC2C=C1)N(C(C3C(C)C)=O)C 9-(6-(3-(piperidin-1-yl)propoxy)pyridin-3-yl)-1-isopropyl-3-methylpyrazolo[1,5-c]quinazolin-2(3H)-one